(5-bromopyridin-2-yl)-3-oxopiperazine-1-carboxylic acid tert-butyl ester C(C)(C)(C)OC(=O)N1C(C(NCC1)=O)C1=NC=C(C=C1)Br